CN1CCN(CC1)CC1=CC=C(C=C1)C1=C(C(=O)N)C=CC=N1 (4-((4-methylpiperazin-1-yl)methyl)phenyl)nicotinamide